3-(4-chloro-3-fluorophenyl)-7-fluoro-2-methyl-4-oxo-2,3-dihydro-1H-quinoline-5-carboxylic acid methyl ester COC(=O)C=1C=2C(C(C(NC2C=C(C1)F)C)C1=CC(=C(C=C1)Cl)F)=O